3-methyl-4-(1-methyl-1H-pyrrol-3-yl)aniline CC=1C=C(N)C=CC1C1=CN(C=C1)C